3-{[2-(4-chlorophenyl)imidazo[1,2-a]pyridin-3-yl]methyl}-N-(2,4-dimethylphenyl)-3,8-diazabicyclo[3.2.1]octane-8-carboxamide ClC1=CC=C(C=C1)C=1N=C2N(C=CC=C2)C1CN1CC2CCC(C1)N2C(=O)NC2=C(C=C(C=C2)C)C